C(CC=C)C1(N\C(\N(C(C1)=O)[C@@H]1CCOC2=CC=C(C=C12)C(=O)OC)=N/C(=O)OC(C)(C)C)CC Methyl (4R)-4-((E)-4-(but-3-en-1-yl)-2-((tert-butoxycarbonyl)imino)-4-ethyl-6-oxotetrahydropyrimidin-1(2H)-yl)chromane-6-carboxylate